dimethylanilinium tetrakis(heptafluoronaphthyl)borate FC=1C(=C(C(=C2C(=C(C(=C(C12)[B-](C1=C(C(=C(C2=C(C(=C(C(=C12)F)F)F)F)F)F)F)(C1=C(C(=C(C2=C(C(=C(C(=C12)F)F)F)F)F)F)F)C1=C(C(=C(C2=C(C(=C(C(=C12)F)F)F)F)F)F)F)F)F)F)F)F)F.C[NH+](C1=CC=CC=C1)C